Cl.C(C)(C)(C)OC(CCC=O)=O 4-oxobutanoic acid tert-butyl ester hydrochloride